2-chloro-4-fluoro-5-iodopyridine ClC1=NC=C(C(=C1)F)I